(Z)-2-(2-oxaindol-3-ylidene)hydrazine N1O\C(\C2=CC=CC=C12)=N/N